(2R,4S)-4-{[3,5-bis(trifluoromethyl)benzyl]-[5-(3-carboxypropoxy)pyrimidin-2-yl]amino}-2-ethyl-6-trifluoromethyl-3,4-dihydro-2H-quinoline-1-carboxylic acid ethyl ester hydrochloride Cl.C(C)OC(=O)N1[C@@H](C[C@@H](C2=CC(=CC=C12)C(F)(F)F)N(C1=NC=C(C=N1)OCCCC(=O)O)CC1=CC(=CC(=C1)C(F)(F)F)C(F)(F)F)CC